tert-Butyl 4-[6-fluoro-1-(2-hydroxyethyl)indazol-3-yl]piperidine-1-carboxylate FC1=CC=C2C(=NN(C2=C1)CCO)C1CCN(CC1)C(=O)OC(C)(C)C